C1(=CC=CC=C1)N1NC(=CC1C1=C(C=C(C=C1)OC)OC)C=CC1=C(C=C(C=C1)OC)OC 1-phenyl-3-(2,4-dimethoxystyryl)-5-(2,4-dimethoxyphenyl)-pyrazoline